disodium (S)-2-hydroxyglutaric acid O[C@H](C(=O)O)CCC(=O)O.[Na].[Na]